(R)-4-(1-(3-bromo-4-(2-methylbenzoylamino)benzenesulfonylamino)ethyl)piperidine-1-carboxylic acid tert-butyl ester C(C)(C)(C)OC(=O)N1CCC(CC1)[C@@H](C)NS(=O)(=O)C1=CC(=C(C=C1)NC(C1=C(C=CC=C1)C)=O)Br